(tetrahydro-2H-pyran-4-yl)isoxazole O1CCC(CC1)C1=NOC=C1